C(C)(C)(C)OC(=O)NC(C(=O)[O-])C 2-((tert-butoxycarbonyl)amino)propanoate